(S)-6-hydroxychroman-3-carboxylic acid OC=1C=C2C[C@@H](COC2=CC1)C(=O)O